1-[3-acetyl-6-[6-[(6-methylpyridazin-3-yl)amino]benzimidazol-1-yl]-2-pyridinyl]-3-methyl-pyrrolidine-3-carbonitrile C(C)(=O)C=1C(=NC(=CC1)N1C=NC2=C1C=C(C=C2)NC=2N=NC(=CC2)C)N2CC(CC2)(C#N)C